Aluminum-cobalt [Co].[Al]